CS(=O)(=O)NC1=CC(=C2C=CC=NC2=C1)C1(CC1)C1=C(C(=O)N)C=CC=C1 (1-(7-(methylsulfonamido)quinolin-5-yl)cyclopropyl)benzamide